3-({[(3S)-1-(2-chloropyrimidin-4-yl)piperidin-3-yl][(2-methylpyridin-4-yl)methyl]amino}methyl)-1-methyl-1,4-dihydroquinolin-4-one ClC1=NC=CC(=N1)N1C[C@H](CCC1)N(CC1=CC(=NC=C1)C)CC1=CN(C2=CC=CC=C2C1=O)C